C(C)(C)C1=C(C(=CC=C1)C(C)C)N1C(N(C=C1)C1=C(C=CC=C1C(C)C)C(C)C)=[Pd-]C1=NC=CC=C1Cl [1,3-bis(2,6-diisopropylphenyl)imidazol-2-ylidene](3-chloropyridyl)palladium (II)